ClC1=C(C=2N(C=C1)C=NC2CNS(=O)(=O)C=2N=NN(C2)CC=2N=C1N(C=C(C=C1)C1CC1)C2)F N-((7-chloro-8-fluoroimidazo[1,5-a]pyridin-1-yl)methyl)-1-((6-cyclopropylimidazo[1,2-a]pyridin-2-yl)methyl)-1H-1,2,3-triazole-4-sulfonamide